CN(CCOCC1CN=C2N1C1=CC=C(C=C1C(N2C([2H])([2H])C=2C=NN(C2)C)=O)S(=O)(=O)NC2(CC2)C)C 1-{[2-(dimethylamino)ethoxy]methyl}-N-(1-methylcyclopropyl)-4-[(1-methylpyrazol-4-yl)(2H2)methyl]-5-oxo-1H,2H-imidazo[1,2-a]quinazoline-7-sulfonamide